6-chloro-N-[3,6-difluoro-5-(3-hydroxypropyl)pyridin-2-yl]-1H-indole-3-sulfonamide ClC1=CC=C2C(=CNC2=C1)S(=O)(=O)NC1=NC(=C(C=C1F)CCCO)F